FC1=C(C=CC=C1)C=1C(=CNC1)C#N 4-(2-fluorophenyl)-1H-pyrrole-3-carbonitrile